CN(C=1N=NC(=CN1)C1=C2C=NNC2=C(C=C1)N1N=CC=C1)C1CC(NC(C1)(C)C)(C)C N-methyl-6-(7-pyrazol-1-yl-1H-indazol-4-yl)-N-(2,2,6,6-tetramethyl-4-piperidyl)-1,2,4-triazin-3-amine